ClC1=NC=C(C(=C1)C1=C(C=NC(=C1)C)C(=O)NC=1SC2=C(N1)CN(C2)C(=O)C2=NC=C(N=C2OC)C(F)F)OC 2'-Chloro-N-(5-(5-(difluoro-methyl)-3-methoxy-pyrazine-2-carbonyl)-5,6-dihydro-4H-pyrrolo[3,4-d]thiazol-2-yl)-5'-methoxy-6-methyl-[4,4'-bipyridine]-3-carboxamide